BrC1=CC=C(C=CC(=O)NC(=N)N)C=C1 (4-Bromocinnamoyl)guanidin